FC1=C(C=C(C=C1C=1C(=NN(C1C)C)C)NS(=O)(=O)C=1C=NN(C1)C)C1=C2C(=NC=C1)N=CN2 4-N-(4-fluoro-3-(1H-imidazo[4,5-b]pyridin-7-yl)-5-(1,3,5-trimethyl-1H-pyrazol-4-yl)phenyl)-1-methyl-1H-pyrazole-4-sulfonamide